1-Nitroso-2-naphthol N(=O)C1=C(C=CC2=CC=CC=C12)O